3-((((1-carboxyethyl)thio)carbonothioyl)thio)propionic acid C(=O)(O)C(C)SC(=S)SCCC(=O)O